(4,4-difluoropiperidin-1-yl)-4-nitropyridine FC1(CCN(CC1)C1=NC=CC(=C1)[N+](=O)[O-])F